2-Fluoro-4-(1-(4-(pentafluoro-λ6-sulfaneyl)phenyl)-1H-1,2,4-triazol-3-yl)aniline FC1=C(N)C=CC(=C1)C1=NN(C=N1)C1=CC=C(C=C1)S(F)(F)(F)(F)F